(2S)-2-(2-fluorophenyl)-3-hydroxy-1-[2-(4-methoxybenzenesulfonyl)-2H,4H,5H,6H-pyrrolo[3,4-c]pyrazol-5-yl]propan-1-one FC1=C(C=CC=C1)[C@H](C(=O)N1CC2=NN(C=C2C1)S(=O)(=O)C1=CC=C(C=C1)OC)CO